3-(azetidin-3-yl)-1-(2-((tert-butyldiphenylsilyl)oxy)ethyl)piperidine N1CC(C1)C1CN(CCC1)CCO[Si](C1=CC=CC=C1)(C1=CC=CC=C1)C(C)(C)C